ethyl 7-amino-2-chloro-6-(3-(methoxymethoxy)-2,6-dimethylphenyl)-3-methyl-5-oxo-5,6-dihydro-1,6-naphthyridine-8-carboxylate NC=1N(C(C=2C=C(C(=NC2C1C(=O)OCC)Cl)C)=O)C1=C(C(=CC=C1C)OCOC)C